ClC1=NC(=CC2=C1CCN2C(=O)OC(C)(C)C)N2CCOCC2 tert-butyl 4-chloro-6-morpholino-2,3-dihydro-1H-pyrrolo[3,2-c]pyridine-1-carboxylate